4-((2S,5R)-4-(4-cyclopropyl-2-fluorophenylmethyl)-2,5-diethylpiperazin-1-yl)-1-methyl-2-oxo-1,2-dihydropyrido[3,2-d]pyrimidine-6-carbonitrile C1(CC1)C1=CC(=C(C=C1)CN1C[C@@H](N(C[C@H]1CC)C=1C2=C(N(C(N1)=O)C)C=CC(=N2)C#N)CC)F